1-t-butoxycarbonyl-2-t-butoxycarbonyl-1,2-dihydroisoquinoline C(C)(C)(C)OC(=O)C1N(C=CC2=CC=CC=C12)C(=O)OC(C)(C)C